O=C1CCC(CCNCCC(CCC(CCNCC1)=O)=O)=O 1,4,10,13-tetraOxo-7,16-diazacyclooctadecane